tert-butyl (4-bromo-2-chlorobenzyl)carbamate BrC1=CC(=C(CNC(OC(C)(C)C)=O)C=C1)Cl